2-(3-(6-(4-(3-(2-hydroxyphenyl)thieno[2,3-c]pyridazin-6-yl)piperidin-1-yl)-5-methylpyridin-3-yl)isoxazol-5-yl)-3-methylbutanoic acid OC1=C(C=CC=C1)C1=CC2=C(N=N1)SC(=C2)C2CCN(CC2)C2=C(C=C(C=N2)C2=NOC(=C2)C(C(=O)O)C(C)C)C